2-((13-(pyridin-3-yl)tridec-12-yn-1-yl)oxy)ethyl hydrogen ((((R)-1-(6-amino-9H-purin-9-yl)propan-2-yl)oxy)methyl)phosphonate NC1=C2N=CN(C2=NC=N1)C[C@@H](C)OCP(OCCOCCCCCCCCCCCC#CC=1C=NC=CC1)(O)=O